FC(C1=NN=C(O1)C1=CC(=C(C=C1)CN1N=C(N=N1)C=1C=C2C=C(N=CC2=CC1)N)F)F 6-[2-[[4-[5-(difluoromethyl)-1,3,4-oxadiazol-2-yl]-2-fluorophenyl]methyl]tetrazol-5-yl]isoquinolin-3-amine